C(C)OC(\C=C\C1=CC=C(C=C1)O)=O p-Coumaric acid ethyl ester